tert-butyl N-[9-[(2R,4S,5R)-5-ethynyl-4-hydroxy-5-(hydroxymethyl)tetrahydrofuran-2-yl]-2-fluoro-purin-6-yl]-N-[(5-methyl-2-oxo-1,3-dioxol-4-yl)methyl]carbamate C(#C)[C@]1([C@H](C[C@@H](O1)N1C2=NC(=NC(=C2N=C1)N(C(OC(C)(C)C)=O)CC=1OC(OC1C)=O)F)O)CO